6-bromo-N-(pyridin-3-yl)pyridinecarboxamide BrC1=CC=CC(=N1)C(=O)NC=1C=NC=CC1